CC=1C(=CC(=NC1C)C(=O)N1CCC(CC1)(C#N)C1=CC=CC=C1)C(=O)N1CCN(CC1)C1(CC1)C1=CC=CC=C1 1-[5,6-dimethyl-4-[4-(1-phenylcyclopropyl)piperazine-1-carbonyl]pyridine-2-carbonyl]-4-phenyl-piperidine-4-carbonitrile